3-methoxy-4-(trifluoromethyl)pentaneN COC(C=C)C(C)C(F)(F)F